N-(4-(7-cyclopropoxy-8-fluoro-1,3,4,5-tetrahydro-2H-benzo[c]azepine-2-yl)-2,6-Dimethylphenyl)-3,3-dimethylbutanamide C1(CC1)OC1=CC2=C(CN(CCC2)C2=CC(=C(C(=C2)C)NC(CC(C)(C)C)=O)C)C=C1F